COC1=CC=C(C(C2=CC=C(C=C2)OC)(C2=CC=CC=C2)C([C@@H]2[C@H](C[C@@H](O2)N2C(=O)N=C(NC(C3=CC=CC=C3)=O)C=C2)O)O)C=C1 5'-(4,4'-dimethoxytrityl)-N4-benzoyl-2'-deoxycytidine